6-chloro-5-fluoroindole ClC1=C(C=C2C=CNC2=C1)F